N-(3'-trimethoxysilylpropyl)-3-amino-2-methylpropyltrimethoxysilane CO[Si](CCCNCC(C[Si](OC)(OC)OC)C)(OC)OC